4-oxo-butanoic acid O=CCCC(=O)O